C(C)[C@H](C(=O)O)CC(=O)C1=CC2=C(S1)C=C(C(=C2)O)OC (S)-2-Ethyl-4-(5-hydroxy-6-methoxybenzo[b]thiophen-2-yl)-4-oxobutanoic acid